N-(cyanomethyl)-4-(2-((4-(morpholinyl-3,3,5,5-d4)phenyl)amino)pyrimidin-4-yl)benzeneFormamide C(#N)CNC(=O)C1=CC=C(C=C1)C1=NC(=NC=C1)NC1=CC=C(C=C1)N1C(COCC1([2H])[2H])([2H])[2H]